C12C(C3CC(CC(C1)C3)C2)OC(C=C)=O acrylic acid 2-adamantyl ester